BrC=1C(=C(C=CC1)NC(=O)C=1N(C2=C(CN(CC2)C(C)C)N1)C)Cl N-(3-bromo-2-chlorophenyl)-5-isopropyl-1-methyl-4,5,6,7-tetrahydro-1H-imidazo[4,5-c]Pyridine-2-carboxamide